(1R,3R)-3-((S)-6-(Methoxycarbonyl)-7-methyl-2-((6-oxo-7-azaspiro[3.5]nonan-7-yl)methyl)-6,7,8,9-tetrahydro-3H-imidazo[4,5-f]chinolin-3-yl)cyclohexan COC(=O)N1[C@H](CCC2=C3C(=CC=C12)N(C(=N3)CN3C(CC1(CCC1)CC3)=O)C3CCCCC3)C